7-(difluoro(4-fluorophenyl)methyl)-8-methyl-5,6,7,8-tetrahydro-[1,2,4]triazolo[4,3-a]pyrazin FC(N1C(C=2N(CC1)C=NN2)C)(C2=CC=C(C=C2)F)F